FC1=C(C(=CC(=C1)C=1C2=C(C(N(C1)C)=O)N(N=C2)CC2=CC=C(C=C2)OC)OC)CN2CCN(CC2)C(=O)NC2CCNCC2 4-[[2-fluoro-6-methoxy-4-[1-[(4-methoxyphenyl)methyl]-6-methyl-7-oxo-pyrazolo[3,4-c]pyridin-4-yl]phenyl]methyl]-N-(4-piperidyl)piperazine-1-carboxamide